C(C)(C)[Si](C(C)C)(C(C)C)CCC1=NC=C(C=O)C=C1 6-((trisisopropylsilyl)ethyl)nicotinaldehyde